ClC1=C(C=CC=C1C(=O)N1C[C@H]2CO[C@](CN2CC1)(O)C1=CC(=C(C=C1)Cl)Cl)C1=CNC(O1)=O 5-(2-chloro-3-((3R,9aS)-3-(3,4-dichlorophenyl)-3-hydroxyoctahydropyrazino[2,1-c][1,4]oxazine-8-carbonyl)phenyl)oxazol-2(3H)-one